(R)-N-(4-(methylthio)benzyl)-4-(2-(4-(trifluoromethyl)phenyl)-2H-pyrazolo[3,4-d]pyrimidin-4-yl)piperazine-2-carboxamide CSC1=CC=C(CNC(=O)[C@@H]2NCCN(C2)C=2C=3C(N=CN2)=NN(C3)C3=CC=C(C=C3)C(F)(F)F)C=C1